Methyl ((2S)-1-(2-(((S)-1-(cyclopropylamino)-6,6-difluoro-1,2-dioxoheptan-3-yl)carbamoyl)piperidin-1-yl)-3,3-dimethyl-1-oxobutan-2-yl)carbamate C1(CC1)NC(C([C@H](CCC(C)(F)F)NC(=O)C1N(CCCC1)C([C@H](C(C)(C)C)NC(OC)=O)=O)=O)=O